P(OCC)(OCC)OC(C(C)(C)C)=NO diethyl 1-(hydroxyimino)-2,2-dimethylpropyl phosphite